BrC1=C(C(=CC2=C1OCCCC2)F)Cl 9-bromo-8-chloro-7-fluoro-2,3,4,5-tetrahydrobenzo[b]oxepine